(2R,3aS,6S,6aR)-6-[(2-amino-3-chloro-8-fluoroquinolin-7-yl)methyl]-2-(4-methyl-7H-pyrrolo[2,3-d]pyrimidin-7-yl)hexahydro-3aH-cyclopenta[b]furan-3,3a-diol NC1=NC2=C(C(=CC=C2C=C1Cl)C[C@@H]1CC[C@]2([C@@H]1O[C@H](C2O)N2C=CC1=C2N=CN=C1C)O)F